FC(OC=1C=C2C=NN(C2=C(C1)C(=O)O)CC1=NC=C(N=C1)C1=CC(=CC(=C1)OC)F)F 5-(difluoromethoxy)-1-((5-(3-fluoro-5-methoxyphenyl)pyrazin-2-yl)methyl)-1H-indazole-7-carboxylic acid